3-(4-(6-bromohexylthio)-1-oxoisoindoline-2-yl)piperidine-2,6-dione BrCCCCCCSC1=C2CN(C(C2=CC=C1)=O)C1C(NC(CC1)=O)=O